C1(CCCCC1)N(C(=O)C=1SC=C(N1)C1=C(C=C(C(=C1)NC(=O)C1=CN(C(C=C1C(F)(F)F)=O)C)N1C[C@H](N([C@H](C1)C)C)C)F)C |r| N-cyclohexyl-4-[2-fluoro-5-[[1-methyl-6-oxo-4-(trifluoromethyl)pyridine-3-carbonyl]amino]-4-[rac-(3R,5S)-3,4,5-trimethylpiperazin-1-yl]phenyl]-N-methyl-1,3-thiazole-2-carboxamide